ClC=1C(=C(C(=O)OC)C=CC1OCCOC1=CC(=C(C=C1)C)C(=O)OC)C methyl 3-chloro-4-(2-(3-(methoxycarbonyl)-4-methylphenoxy)ethoxy)-2-methylbenzoate